OCC1C(CN2CCCC12)O (hydroxymethyl)hexahydro-1H-pyrrolizin-2-ol